((tert-butyl 1-(cis-3-(benzyloxy) cyclobutyl)-3-(dimethylcarbamoyl)-1H-pyrazol-5-yl) methyl) carbamate C(N)(OCC1=C(C(=NN1[C@@H]1C[C@@H](C1)OCC1=CC=CC=C1)C(N(C)C)=O)C(C)(C)C)=O